COC1=CC=CC2=C1N=C(OC2)C 8-methoxy-2-methyl-4H-benzo[d][1,3]oxazine